2-chloro-N,N-dimethyl-acetamide ClCC(=O)N(C)C